N-{4-[4-amino-7-(1-methylpiperidin-4-yl)pyrrolo[2,1-f][1,2,4]triazin-5-yl]phenyl}-1-(4-fluorophenyl)-2-oxo-1,2-dihydropyridine-3-carboxamide NC1=NC=NN2C1=C(C=C2C2CCN(CC2)C)C2=CC=C(C=C2)NC(=O)C=2C(N(C=CC2)C2=CC=C(C=C2)F)=O